S(=O)(=O)(O)SSSS(=O)(=O)O pentathionic acid